2-[2-(N-methyl-N-ethyl-amino)ethoxy]-N-methyl-acetamide CN(CC)CCOCC(=O)NC